2-phenyl-isopropyl-1,3-dimethoxypropane C1(=CC=CC=C1)C(C(OC)C(C)C)COC